C(C)(C)(C)OC(N(C1=NC=C(N=C1C1=CC(=NO1)C1=NC=C(C=C1)N=C=S)C1=CC=C(C=C1)S(=O)(=O)C(C)C)C(=O)OC(C)(C)C)=O tert-butyl(tert-butoxycarbonyl)(5-(4-(isopropylsulfonyl)phenyl)-3-(3-(5-isothiocyanatopyridin-2-yl)isoxazole-5-yl)pyrazin-2-yl)carbamate